tert-butyl (N-(2-(1-(6,7-dimethoxyquinolin-4-yl)piperidin-4-yl)butyl)sulfamoyl)carbamate COC=1C=C2C(=CC=NC2=CC1OC)N1CCC(CC1)C(CNS(=O)(=O)NC(OC(C)(C)C)=O)CC